BrC=1C=C(C=CC1)C=1NC(C2=C(N1)N(N=C2)C)=O 6-(3-bromophenyl)-1-methyl-1,5-dihydro-4H-pyrazolo[3,4-d]pyrimidin-4-one